1-Methyl-4-(propan-2-yl)benzene CC1=CC=C(C=C1)C(C)C